(Z)-4-(dimethylamino)-2-fluorobut-2-enoic acid CN(C\C=C(\C(=O)O)/F)C